C12(CC3CC(CC(C1)C3)C2)CN2N=CC(=C2)C=2C(=NC(=CC2)C)C2=CC=C3C=CC=NC3=C2 7-(3-(1-(((3r,5r,7r)-adamantan-1-yl)methyl)-1H-pyrazol-4-yl)-6-methylpyridin-2-yl)quinoline